2-(2-aminoethylthioethyl)triethoxysilane CCO[Si](OCC)OCCC(C)SCCN